10-(4-bromobutyl)-9,9-dimethylacridine BrCCCCN1C=2C=CC=CC2C(C2=CC=CC=C12)(C)C